FC1=CC=C(C=C1)C1=C(C=CC=C1F)NC(=O)C=1C(=NN(C1)C)C(F)(F)F N-(4'-fluoro-6-fluorobiphenyl-2-yl)-1-methyl-3-trifluoromethyl-1H-pyrazole-4-carboxamide